ClC=1C=C(C=CC1)[C@H]1C[C@H](C1)N (cis)-3-(3-chlorophenyl)cyclobutan-1-amine